IC1=NNC=2N=C(NC(C21)=O)C 3-iodo-6-methyl-1H-pyrazolo[3,4-D]pyrimidin-4(5H)-one